ethyl 2-((5-(4-(((2R,3S)-3-((tert-butoxycarbonyl)amino)piperidin-2-yl)methoxy)cyclohex-1-en-1-yl)-6-methylpyrimidin-4-yl)oxy)acetate C(C)(C)(C)OC(=O)N[C@@H]1[C@@H](NCCC1)COC1CC=C(CC1)C=1C(=NC=NC1C)OCC(=O)OCC